C(C1=CC=CC=C1)OCC1(CC1)N 1-((benzyloxy)methyl)cyclopropylamine